n-tricosanoic acid chloride C(CCCCCCCCCCCCCCCCCCCCCC)(=O)Cl